titanium (IV) monohydroxide trimethoxide C[O-].C[O-].C[O-].[OH-].[Ti+4]